ClC=1C(=C(C=CC1Cl)NC1=NC=NC2=CC(=C(C=C12)OC1CCN(CC1)CC1=CC=C(N=N1)N1C(NC(CC1)=O)=O)OC)F 1-(6-((4-((4-((3,4-dichloro-2-fluorophenyl)amino)-7-methoxyquinazolin-6-yl)oxy)piperidin-1-yl)methyl)pyridazin-3-yl)dihydropyrimidine-2,4(1H,3H)-dione